CNC(CN(C(C#C)=O)CC(C1=CC=C(C=C1)C(F)(F)F)C1=CC=CC=C1)=O N-[2-(Methylamino)-2-oxo-ethyl]-N-[2-phenyl-2-[4-(trifluoromethyl)phenyl]ethyl]prop-2-ynamide